COC(C=NN(C)C)=O methyl-2-(dimethylhydrazinylidene)ethanoate